Sulfosuccinimidyl (4-azidophenyl dithio)propionate N(=[N+]=[N-])C1=CC=C(C=C1)SSC(C(=O)ON1C(C(CC1=O)S(=O)(=O)O)=O)C